N-(2-aminoethyl)-N-ethyl-m-toluidine methylcytidine-3'-phosphorothioate P(O)(O)(=S)O[C@H]1[C@H]([C@@](O[C@@H]1CO)(N1C(=O)N=C(N)C=C1)C)O.NCCN(C1=CC(=CC=C1)C)CC